O1CCN(CC1)C1=NC(=C2N=CNC2=N1)N 2-morpholino-9H-purin-6-amine